trans-proline N1[C@@H](CCC1)C(=O)O